Erbium-gold [Au].[Er]